FCOC=1C=CC(=NC1)COC1=CC=C2CCNCC2=C1 7-((5-(fluoromethoxy)-pyridin-2-yl)methoxy)-1,2,3,4-tetrahydroisoquinoline